(6aR,8R)-2-chloro-6a-(difluoromethyl)-8-((6-vinyl-1,8-naphthyridin-2-yl)oxy)-5,6,6a,7,8,9-hexahydropyrrolo[1',2':4,5]pyrazino[2,3-c]pyridazine ClC=1C=C2C(=NN1)NC[C@@]1(N2C[C@@H](C1)OC1=NC2=NC=C(C=C2C=C1)C=C)C(F)F